NC=1N=NC(=CC1N1CC2CCC(C1)N2C2=CC(=NC=C2)C#CCNC(=O)C2CCNCC2)C2=C(C=CC=C2)O N-[3-[4-[3-[3-amino-6-(2-hydroxyphenyl)pyridazin-4-yl]-3,8-diazabicyclo[3.2.1]octan-8-yl]-2-pyridyl]prop-2-ynyl]piperidine-4-carboxamide